N12CCN(C(CC1)CC2)C(=O)N2N=C(C1=C2CCC1)N1N=CC(=C1)Cl (1,4-diazabicyclo[3.2.2]nonan-4-yl)(3-(4-chloro-1H-pyrazol-1-yl)-5,6-dihydrocyclopenta[c]pyrazol-1(4H)-yl)methanone